isothiocyanatobenzene N(=C=S)C1=CC=CC=C1